ClC=1C=C(C=C(C1)F)[C@H]1NOCC1 (S)-3-(3-chloro-5-fluorophenyl)isoxazolidine